C1(CC1)OC=1C(=NC=C(C1)F)C=1C(=NN(C1)[C@@H]1C[C@H](C1)CNC=1C=C2C(N(C(C2=CC1)=O)C1C(NC(CC1)=O)=O)=O)C1CC1 5-(((Trans-3-(4-(3-cyclopropoxy-5-fluoropyridin-2-yl)-3-cyclopropyl-1H-pyrazol-1-yl)cyclobutyl)methyl)amino)-2-(2,6-dioxopiperidin-3-yl)isoindoline-1,3-dione